[K].[K].[K].[K].OCC(CO)(CO)CO pentaerythritol tetrapotassium